C(C1=CC=CC=C1)OC[C@H](C)NP1(OC[C@H]2[C@H](O1)[C@H]([C@H](O2)N2C(NC(C(=C2)C)=O)=O)F)=O 1-((4aS,6S,7R,7aS)-2-(((S)-1-(Benzyloxy)propan-2-yl)amino)-7-fluoro-2-oxidotetrahydro-4H-furo[3,2-d][1,3,2]dioxaphosphinin-6-yl)-5-methylpyrimidine-2,4(1H,3H)-dione